(E)-N-(4-picolyl)benzamide cerium [Ce].N1=CC=C(C=C1)CNC(C1=CC=CC=C1)=O